(R)-1-((8-((2'-Chloro-3'-(5-((3-hydroxypyrrolidin-1-yl)methyl)picolinamido)-2-methyl-[1,1'-biphenyl]-3-yl)amino)-1,7-naphthyridin-3-yl)methyl)azetidin ClC1=C(C=CC=C1NC(C1=NC=C(C=C1)CN1C[C@@H](CC1)O)=O)C1=C(C(=CC=C1)NC=1N=CC=C2C=C(C=NC12)CN1CCC1)C